3-(5-(3-chlorophenyl)oxazol-2-yl)-5-(1-(1-methylpiperidin-4-yl)-1H-pyrazol-4-yl)pyridin-2-amine ClC=1C=C(C=CC1)C1=CN=C(O1)C=1C(=NC=C(C1)C=1C=NN(C1)C1CCN(CC1)C)N